1-(5-bromo-2-fluorobenzenesulfonyl)-8-methyl-1,2,3,4-tetrahydroquinoline BrC=1C=CC(=C(C1)S(=O)(=O)N1CCCC2=CC=CC(=C12)C)F